Cl.FC[C@@H]1CNCC1 (S)-3-(fluoromethyl)pyrrolidine hydrochloride